CN1C=C(C=2C1=CN=C(C2)NC(C)=O)B2OCC(C(O2)(C)C)(C)C N-[1-methyl-3-(4,4,5,5-tetramethyl-1,3,2-dioxaborin-2-yl)-1H-pyrrolo[2,3-c]pyridin-5-yl]acetamide